FC=1C=NC2=NC=C(C=C2C1)[N+](=O)[O-] 3-fluoro-6-nitro-1,8-naphthyridine